CC1=NN(C(=C1)C)C1=CC=C(C=N1)CNC1=C2N=CN(C2=NC(=N1)N(CCO)CCO)CC 2,2'-((6-(((6-(3,5-dimethyl-1H-pyrazol-1-yl)pyridin-3-yl)methyl)amino)-9-ethyl-9H-purin-2-yl)azanediyl)bis(ethan-1-ol)